(E)-N-(4-(1-(4-(4-(8-((2-(2,6-dioxopiperidin-3-yl)-1-oxoisoindolin-4-yl)thio)octyl)piperazin-1-yl)benzoyl)piperidin-4-yl)butyl)-3-(pyridin-3-yl)acrylamide O=C1NC(CCC1N1C(C2=CC=CC(=C2C1)SCCCCCCCCN1CCN(CC1)C1=CC=C(C(=O)N2CCC(CC2)CCCCNC(\C=C\C=2C=NC=CC2)=O)C=C1)=O)=O